COC(=O)C1(CC2=C(C(=CC(=C2C1)C1=CC=CC=C1)CCCCC)C)C(=O)OC 7-methyl-6-pentyl-4-phenyl-1,3-dihydro-2H-indene-2,2-dicarboxylic acid dimethyl ester